FC1=C(C=CC(=C1)F)C1=C(C=CC=C1)C=1N=C2N(C=CC(=C2)C(=O)OC)C1 methyl 2-[2-(2,4-difluorophenyl)phenyl]imidazo[1,2-a]pyridine-7-carboxylate